(2S)-2-(tert-Butoxycarbonylamino)-5-[[2-(methylamino)-5-nitro-3-pyridinyl]amino]-5-oxo-pentanoic acid benzyl ester C(C1=CC=CC=C1)OC([C@H](CCC(=O)NC=1C(=NC=C(C1)[N+](=O)[O-])NC)NC(=O)OC(C)(C)C)=O